4-((1H-imidazol-1-yl)methyl)-1-(3-phenylpropyl)-1H-1,2,3-triazole N1(C=NC=C1)CC=1N=NN(C1)CCCC1=CC=CC=C1